2-((3R,4R)-4-amino-3-fluoropiperidin-1-yl)-5-(7-chloro-2-methylbenzo[d]thiazole-6-yl)-7H-pyrrolo[2,3-d]pyrimidine-4-carboxamide N[C@H]1[C@@H](CN(CC1)C=1N=C(C2=C(N1)NC=C2C2=C(C1=C(N=C(S1)C)C=C2)Cl)C(=O)N)F